ClC=1C(=C(C=NC1)N1CCC2(CC1)C=1C=CC(=NC1CN(C2=O)C2CNCC2)C=2C(=NC=CC2)OCC)C(F)(F)F 1'-[5-chloro-4-(trifluoromethyl)pyridin-3-yl]-2-(2-ethoxypyridin-3-yl)-7-pyrrolidin-3-ylspiro[8H-1,7-naphthyridine-5,4'-piperidine]-6-one